C(C)(C)(C)OC([C@H](C(CCCC#N)=C=O)O)=O L-6-cyano-(5R)-hydroxy-3-carbonyl-hexanoic acid tertbutyl ester